1-(3-((5-bromo-2-((3-methyl-1-(1-methylpyrrolidin-3-yl)-1H-pyrazol-4-yl)amino)pyrimidin-4-yl)amino)propyl)-3-methyl-1,3-diazepan-2-one BrC=1C(=NC(=NC1)NC=1C(=NN(C1)C1CN(CC1)C)C)NCCCN1C(N(CCCC1)C)=O